(2S,4R)-1-[2-(3,5-dimethyl-1H-pyrazol-1-yl)acetyl]-4-fluoro-N-[(S)-phenyl[4-(propan-2-yl)phenyl]methyl]pyrrolidine-2-carboxamide CC1=NN(C(=C1)C)CC(=O)N1[C@@H](C[C@H](C1)F)C(=O)N[C@H](C1=CC=C(C=C1)C(C)C)C1=CC=CC=C1